tert-butyl N-[2-(4-ethylpiperazin-1-yl)ethyl]carbamate C(C)N1CCN(CC1)CCNC(OC(C)(C)C)=O